C(C1=CC=CC=C1)(=O)OCCC1(CC1)N(C(=O)C1=NNC2=C1CN(CC2)C(=O)OC(C)(C)C)CCOCC2=CC=CC=C2 tert-butyl 3-((1-(2-(benzoyloxy)ethyl)cyclopropyl)(2-(benzyloxy)ethyl)carbamoyl)-1,4,6,7-tetrahydro-5H-pyrazolo[4,3-c]pyridine-5-carboxylate